7-hydroxy-4-methyl-2,3-dihydro-1H-inden-1-one OC=1C=CC(=C2CCC(C12)=O)C